5-(4-((4-(4'-chloro-5'-oxo-5'H-spiro[cyclohexane-1,7'-indolo[1,2-a]quinazolin]-10'-yl)piperidin-1-yl)methyl)piperidin-1-yl)-2-(2,6-dioxopiperidin-3-yl)isoindoline-1,3-dione ClC=1C=2C(N=C3N(C2C=CC1)C1=CC(=CC=C1C31CCCCC1)C1CCN(CC1)CC1CCN(CC1)C=1C=C3C(N(C(C3=CC1)=O)C1C(NC(CC1)=O)=O)=O)=O